C1(CC1)C(N1C=C(C=2C1=NC=C(C2)C=2C(=NOC2C)C)C2=C(C=C(C(=O)O)C=C2)OCC(F)F)C2CC2 4-(1-(dicyclopropylmethyl)-5-(3,5-dimethylisoxazol-4-yl)-1H-pyrrolo[2,3-b]pyridin-3-yl)-3-(2,2-difluoroethoxy)benzoic acid